1-(3-cyanophenyl)-N-((1-cyanopyrrolidin-3-yl)methyl)-N-methyl-1H-1,2,4-triazole-3-carboxamide C(#N)C=1C=C(C=CC1)N1N=C(N=C1)C(=O)N(C)CC1CN(CC1)C#N